C(C)C1(NC(N(C(C1)=O)[C@@H](CCC#C)C=1C=C(C(=O)N[C@H]2[C@@H](CC3=CC=CC=C23)O)C=CC1)=N)CC 3-[(1S)-1-(4,4-diethyl-2-imino-6-oxo-hexahydropyrimidin-1-yl)pent-4-ynyl]-N-[(1R,2R)-2-hydroxyindan-1-yl]benzamide